racemic-3-(5-fluoro-2-methoxyphenyl)-N-(5-((1r,2r)-2-(1-methyl-1H-pyrazol-3-yl)cyclopropyl)-1,3,4-thiadiazol-2-yl)isonicotinamide HYDROCHLORID Cl.FC=1C=CC(=C(C1)C1=C(C(=O)NC=2SC(=NN2)[C@H]2[C@@H](C2)C2=NN(C=C2)C)C=CN=C1)OC |r|